3-((4-(5-chloro-1-(((S)-morpholin-2-yl)methyl)-1H-indazol-7-yl)pyrrolo[2,1-f][1,2,4]triazin-6-yl)methyl)-6,6-dimethyl-3-azabicyclo[3.1.0]hexane-2,4-dione ClC=1C=C2C=NN(C2=C(C1)C1=NC=NN2C1=CC(=C2)CN2C(C1C(C1C2=O)(C)C)=O)C[C@@H]2CNCCO2